BrC=1C(=C(C(=O)OC)C(=CC1)C)OC1=CC=CC=C1 methyl 3-bromo-6-methyl-2-phenoxybenzoate